N-[1-[5-(1-hydroxyethyl)-6-[3-methyl-(2,2,2-trifluoroethyl)pyrazol-4-yl]-2-pyridyl]benzimidazol-5-yl]-2-(1-piperidyl)acetamide OC(C)C=1C=CC(=NC1C=1C(=NNC1CC(F)(F)F)C)N1C=NC2=C1C=CC(=C2)NC(CN2CCCCC2)=O